C1(=CC=C(C=C1)CC(C(=O)OC)(C=1N=CSC1)OC[C@H]1O[C@H]([C@@H]([C@@H]1O)O)N1C2=NC(=NC(=C2N=C1)N)Cl)C1=CC=CC=C1 methyl 3-([1,1'-biphenyl]-4-yl)-2-(((2R,3S,4R,5R)-5-(6-amino-2-chloro-9H-purin-9-yl)-3,4-dihydroxytetrahydrofuran-2-yl)methoxy)-2-(thiazol-4-yl)propanoate